C(C)OC([C@H](CCP(=O)(CCC)C)NC(=O)OC)=O (2S)-2-((methoxycarbonyl)amino)-4-(methyl-(propyl)phosphoryl)butanoic acid ethyl ester